7-[[6-(difluoromethoxy)-3-pyridinyl]methyl]-2-azaspiro[3.5]nonane FC(OC1=CC=C(C=N1)CC1CCC2(CNC2)CC1)F